2-[2'-hydroxy-5'-(2-methacryloyloxyethyl)phenyl]-2H-benzotriazole OC1=C(C=C(C=C1)CCOC(C(=C)C)=O)N1N=C2C(=N1)C=CC=C2